4-methyl-5-((2R,6S)-6-methyl-4-((1-(2-methylpyrimidin-5-yl)-1H-pyrazol-4-yl)methyl)piperazin-2-yl)isobenzofuran-1(3H)-one CC1=C2COC(C2=CC=C1[C@H]1N[C@H](CN(C1)CC=1C=NN(C1)C=1C=NC(=NC1)C)C)=O